allyl-Oxirane C(C=C)C1OC1